CN(C)CC[N+](=O)[O-] N,N-dimethyl-2-nitro-ethylamine